C(C)N1C(NC(C2=CC=CC=C12)=O)C=1C(=NNC1)C1=CC=C(C=C1)OC 1-Ethyl-2-[3-(4-methoxyphenyl)-1H-pyrazol-4-yl]-2,3-dihydroquinazolin-4-one